N-(2-(Azetidin-1-yl)-6-methylpyrimidin-4-yl)-4-((2-hydroxyethyl)sulfonamido)-2-(6-azaspiro[2.5]octan-6-yl)benzamide N1(CCC1)C1=NC(=CC(=N1)NC(C1=C(C=C(C=C1)NS(=O)(=O)CCO)N1CCC2(CC2)CC1)=O)C